[N+](=O)([O-])C1=CC2=C(CNCCO2)C=C1 8-nitro-2,3,4,5-tetrahydrobenzo[f][1,4]oxazepine